FC(S(=O)(=O)OC1=CC(=CC2=CC(=C(C(=C12)OC[2H])F)F)N=C(C1=CC=CC=C1)C1=CC=CC=C1)(F)F 3-((Diphenylmethylene)amino)-6,7-difluoro-8-(methoxy-d1)naphthalen-1-yl trifluoromethanesulfonate